FN1C=C(C2=CC=CC=C12)S(=O)(=O)N fluoro-1H-indole-3-sulfonamide